2-(2-(4,4-difluorocyclohexyl)thiazol-4-yl)acetic acid FC1(CCC(CC1)C=1SC=C(N1)CC(=O)O)F